C(CCC)OC1=C(C=CC=C1)NC(\C=C\C=1C=C2C=CN(C2=CC1)CC)=O (E)-N-(2-butoxyphenyl)-3-(1-ethyl-1H-indol-5-yl)acrylamide